ClC1=C(C=CC(=C1)N1CC2(CCO2)C1)[C@H]1COCCCN1C1=NC(=NC(=C1)C)N 4-[(3S)-3-[2-chloro-4-(1-oxa-6-azaspiro[3.3]heptan-6-yl)phenyl]-1,4-oxazepan-4-yl]-6-methyl-pyrimidin-2-amine